BrC=1C=CC=2N(C1)N=CC2 6-bromopyrazolo[1,5-a]pyridine